CC1=CCCCO1 6-methyldihydro-2H-pyran